6-[3-(6-methyl-2-pyridyl)-1H-pyrazol-4-yl]-3-(1H-pyrazol-4-yl)-4-pyrrolidin-2-yl-quinoline CC1=CC=CC(=N1)C1=NNC=C1C=1C=C2C(=C(C=NC2=CC1)C=1C=NNC1)C1NCCC1